N-[3-oxo-4-(2-trimethylsilylethoxymethyl)pyrazino[2,3-b][1,4]oxazin-6-yl]carbamic acid tert-butyl ester C(C)(C)(C)OC(NC1=NC2=C(OCC(N2COCC[Si](C)(C)C)=O)N=C1)=O